ClC1=C(C=CC(=C1)C(F)(F)F)NC(=O)C1(CCC1)N1N=CC(=C1)NC(=O)C1CCN(CC1)C(=O)OC(C)(C)C tert-butyl 4-((1-(1-((2-chloro-4-(trifluoromethyl)phenyl)carbamoyl) cyclobutyl)-1H-pyrazol-4-yl)carbamoyl)piperidine-1-carboxylate